N1(C=NC=C1)C=1N=C(C2=C(N1)C=CN2)C(=O)NC=2C=C1CNCC1=CC2 2-(1H-imidazol-1-yl)-N-(isoindolin-5-yl)-5H-pyrrolo[3,2-d]pyrimidine-4-carboxamide